(3R)-1-[2-[[2-[(dimethylamino)methyl]spiro[2.3]hex-2-yl]methoxy]-7-(8-ethyl-7-fluoro-3-hydroxy-1-naphthyl)-8-fluoro-pyrido[4,3-d]pyrimidin-4-yl]-3-methyl-piperidin-3-ol CN(C)CC1(CC12CCC2)COC=2N=C(C1=C(N2)C(=C(N=C1)C1=CC(=CC2=CC=C(C(=C12)CC)F)O)F)N1C[C@@](CCC1)(O)C